CC=1OC=C(C1C(=O)O)C 2,4-DIMETHYL-3-FUROIC ACID